C(C)(=O)OCCCCCCCCCC\C=C/CCF 14-Fluoro-(Z)-11-tetradecenyl acetate